CC1=C(C(=O)NC2=CC=C(C3=CC=CC=C23)S(NC2CCCC3=CC=CC=C23)(=O)=O)C=CC=C1 2-methyl-N-(4-(N-(1,2,3,4-tetrahydro-naphthalen-1-yl)sulfamoyl)naphthalen-1-yl)benzamide